FC1=CC=C(C=N1)C=1C(=NC=CC1)N1CCC(=CC1)C=1C=2N(C=CC1)C=NN2 8-(6''-fluoro-3,6-dihydro-2H-[1,2':3',3''-terpyridin]-4-yl)-[1,2,4]triazolo[4,3-a]pyridine